O=C1NC(CCC1N1C(C2=CC=CC(=C2C1=O)NCCC1CC2(CN(C2)C(=O)N)C1)=O)=O 6-(2-((2-(2,6-dioxopiperidin-3-yl)-1,3-dioxoisoindolin-4-yl)amino)ethyl)-2-azaspiro[3.3]heptane-2-carboxamide